menthol-1,8-diol C1(CC(C(CC1)C(C)(C)O)O)(C)O